FC=1C=CC=C2C(=CNC12)C=O (7-fluoro-1H-indol-3-yl)methanone